ClC1=CSC2=C1NC(=C2)C(=O)N2[C@@H]([C@H]1[C@@H](C2)CC(C1)(F)F)C(=O)N[C@@H](C[C@@H]1C(NCCC1)=O)C#N (1S,3aS,6aR)-2-(3-chloro-4H-thieno[3,2-b]pyrrole-5-carbonyl)-N-((S)-1-cyano-2-((R)-2-oxopiperidin-3-yl)ethyl)-5,5-difluorooctahydrocyclopenta[c]pyrrole-1-carboxamide